(1S)-(+)-(Camphorylsulfonyl)oxaziridine CC1(C2CC[C@]1(C(=O)C2)CS(=O)(=O)N3CO3)C